(Benzo[d][1,3]dioxol-5-ylmethyl)-4-(4-methylpiperazin-1-yl)-1H-benzo[d]imidazole-1-carboxamide O1COC2=C1C=CC(=C2)CC2=NC1=C(N2C(=O)N)C=CC=C1N1CCN(CC1)C